2-para-aminophenyl-4,7-diaminobenzimidazole NC1=CC=C(C=C1)C=1NC2=C(N1)C(=CC=C2N)N